ClC=1C=CC(=C(C1)S(=O)(=O)NC1=CC=C(C=C1)C1=NC(=C2C(=N1)N(N=C2C)C2OCCCC2)NCCN(C(OC(C)(C)C)=O)C)F tert-butyl N-[2-([6-[4-(5-chloro-2-fluorobenzenesulfonamido)phenyl]-3-methyl-1-(oxan-2-yl)pyrazolo[3,4-d]pyrimidin-4-yl]amino)ethyl]-N-methylcarbamate